CC(C)C(=O)O.C(=O)OC(C)C methylethyl formate (methyl ethyl formate)